1-{[(2S,3S)-3-cyclopropyl-5-oxopyrrolidin-2-yl]methoxy}-7-methoxyisoquinoline-6-carboxamide C1(CC1)[C@H]1[C@H](NC(C1)=O)COC1=NC=CC2=CC(=C(C=C12)OC)C(=O)N